Cl.CC(C)N1CCC(CC1)C(=O)O 1-(propan-2-yl)piperidine-4-carboxylate hydrochloride